ClC=1C=C2C(=C(N(C2=CC1)CC1CCOCC1)C=O)C(=O)OC methyl 5-chloro-2-formyl-1-((tetrahydro-2H-pyran-4-yl)methyl)-1H-indole-3-carboxylate